2-(3-methylphenoxy)-N-(2-pyridyl)-N-tetrahydrothiophen-3-yl-acetamide CC=1C=C(OCC(=O)N(C2CSCC2)C2=NC=CC=C2)C=CC1